[(R)-4-(6-Amino-pyridin-3-yl)-2-hydroxymethyl-piperazin-1-yl]-[5-(4-fluoro-phenoxy)-4-methoxy-pyridin-2-yl]-methanone NC1=CC=C(C=N1)N1C[C@@H](N(CC1)C(=O)C1=NC=C(C(=C1)OC)OC1=CC=C(C=C1)F)CO